ClC1=CCCC=C1NC1=NC=C(C(=N1)NCCCN1C(CCCC1)=O)C(F)(F)F 1-[3-[[2-[(6-Chlorocyclohexa-1,5-dien-1-yl)amino]-5-(trifluoromethyl)pyrimidin-4-yl]amino]propyl]piperidin-2-one